tert-Butyl 5-(4-((tert-butoxycarbonyl(methyl)amino)methyl)-2-fluoro-6-(trifluoromethyl)phenyl)-1H-pyrazolo[4,3-d]pyrimidine-1-carboxylate C(C)(C)(C)OC(=O)N(C)CC1=CC(=C(C(=C1)C(F)(F)F)C=1N=CC2=C(N1)C=NN2C(=O)OC(C)(C)C)F